C(=O)O.NCCCNC(C1=C(C=C(C=C1C)NC=1C=2N(C=CN1)C(=CN2)C2=C(C(=C(C=C2)OC)F)F)F)=O N-(3-aminopropyl)-4-((3-(2,3-difluoro-4-methoxyphenyl)imidazo[1,2-a]pyrazin-8-yl)amino)-2-fluoro-6-methylbenzamide formate